3-(3-((4-(4-((3-amino-5-((3S,4S)-4-amino-3-methyl-2-oxa-8-azaspiro[4.5]decan-8-yl)pyrazin-2-yl)thio)pyridin-2-yl)piperazin-1-yl)methyl)phenyl)piperidine-2,6-dione NC=1C(=NC=C(N1)N1CCC2([C@@H]([C@@H](OC2)C)N)CC1)SC1=CC(=NC=C1)N1CCN(CC1)CC=1C=C(C=CC1)C1C(NC(CC1)=O)=O